BrC=1C(=NC(=NC1)NC1=C(C=C(C(=C1)C=1C=NN(C1)C)N1CCN(CC1)C1CCCC1)OC)NC1=CC=C(C(=C1P(C)(C)=O)C)C (6-((5-Bromo-2-((4-(4-cyclopentylpiperazine-1-yl)-2-methoxy-5-(1-methyl-1H-pyrazole-4-yl)phenyl)amino)pyrimidin-4-yl)amino)-2,3-dimethylphenyl)dimethylphosphine oxide